[(dimethylamino)-1H-1,2,3-triazolo-[4,5-b]pyridin-1-ylmethylene]-N-methylmethanaminium hexafluorophosphate F[P-](F)(F)(F)(F)F.CN(C)C(N1N=NC2=NC=CC=C21)=C[NH2+]C